1,1-Di-tert-butoxy-N,N-dimethylamine C(C)(C)(C)OC(NC)OC(C)(C)C